(S)-6-methyl-2-((S)-tetrahydrofuran-2-yl)chromen-4-one CC=1C=C2C(C=C(OC2=CC1)[C@H]1OCCC1)=O